ClC=1C=C(C=CC1F)NC(N(C(C)C1=CNC(C2=CC=CC=C12)=O)CCCOC)=O 3-(3-chloro-4-fluorophenyl)-1-(3-methoxypropyl)-1-(1-(1-oxo-1,2-dihydroisoquinolin-4-yl)ethyl)urea